C(#N)C=1OC=CC1 2-cyanofurane